hexadecyldimethyl-[3-(trimethoxysilyl)propyl]ammonium chloride [Cl-].C(CCCCCCCCCCCCCCC)[N+](CCC[Si](OC)(OC)OC)(C)C